3-(4-(6-(oxetan-3-yloxy)pyridin-3-yl)-1H-pyrazol-1-yl)pyrazolo[1,5-a]pyrimidine O1CC(C1)OC1=CC=C(C=N1)C=1C=NN(C1)C=1C=NN2C1N=CC=C2